COC1=CC(=CC2=C1O[C@H]([C@@H]2C(=O)[O-])C3=CC(=C(C=C3)O)OC)/C=C/C(=O)[O-] The molecule is a dicarboxylic acid dianion obtained by deprotonation of the carboxy groups of (-)-DCA-CC; major species at pH 7.3. It is a conjugate base of a (-)-DCA-CC. It is an enantiomer of a (+)-DCA-CC(2-).